C1C=CC=C2N=CC3=C(C=C21)C=CC=C3 1H-dibenzo[b,e]azepine